CC(CC(=O)NC=1N=C2N(C=C(C=C2)C=2C=C3C=CC=NC3=CC2)C1)C 3-methyl-N-(6-(quinolin-6-yl)imidazo[1,2-a]pyridin-2-yl)butanamide